CC(C(=O)[O-])CC=O 2-Methyl-4-oxobutanoate